C(C)(C)(C)C1=C(C=C(C=C1)NC(C(C1=CC=C(C=C1)COC)NC(=O)C1CNC(C1)=O)=O)C#N N-(2-((4-tert-butyl-3-cyanophenyl)amino)-1-(4-(methoxymethyl)phenyl)-2-oxoethyl)-5-oxopyrrolidine-3-carboxamide